2-fluoro-4-((3-(hydroxymethyl)-1-tosylazetidin-3-yl)methoxy)benzonitrile FC1=C(C#N)C=CC(=C1)OCC1(CN(C1)S(=O)(=O)C1=CC=C(C)C=C1)CO